ClC1=CC=C(C=C1)[C@@H](CC1=NOC(=N1)CN1C(N(C(=CC1=O)C)C)=O)F 3-({3-[(2R)-2-(4-chlorophenyl)-2-fluoroethyl]-1,2,4-oxadiazol-5-yl}methyl)-1,6-dimethyl-1,2,3,4-tetrahydropyrimidine-2,4-dione